C(O)C(C(C(=O)O)CO)C 3,2-dimethylolbutyric acid